COC=1C=C2C(=CNC2=CC1)CC#N 5-methoxyindole-3-acetonitrile